CC1(N=C(NC2=CC=CC=C12)SCCN1CCCC1)C 4,4-dimethyl-2-((2-(pyrrolidin-1-yl)ethyl)thio)-1,4-dihydroquinazoline